C(CCCCCCC(C)C)P([O-])([O-])([O-])C1=CC=CC=C1 Isodecylphenylphosphite